OC1(CC1)CC1=CC(=C2C=3[C@@]45[C@H]([C@@H](CC[C@]4([C@@H](CC13)NCC5)O)N(C(=O)[C@H]5[C@@H](C5)C5=CSC=C5)C)O2)O 1-hydroxylcyclopropylmethyl-4,5a-epoxy-3,14β-dihydroxy-6β-((1R,2R)-N-methyl-2-(3-thienyl)-cyclopropanecarboxamido)morphinan